5-(bis(2-((tert-butyldimethylsilyl)oxy)decyl)amino)pentanoic acid [Si](C)(C)(C(C)(C)C)OC(CN(CCCCC(=O)O)CC(CCCCCCCC)O[Si](C)(C)C(C)(C)C)CCCCCCCC